[Cl-].[Cl-].Cl[Zr](C1C(=CC2=C(C=CC=C12)C1=CC=CC=C1)C)(C1C(=CC2=C(C=CC=C12)C1=CC=CC=C1)C)Cl dichlorobis(2-methyl-4-phenylindenyl)zirconium dichloride